4-hydroxytetracyclo[6.2.1.13,6.02,7]Dodeca-9-ene OC1C2C3C4C=CC(C3C(C1)C2)C4